3',4'-dichloro-[1,1'-biphenyl]-3-formaldehyde ClC=1C=C(C=CC1Cl)C1=CC(=CC=C1)C=O